C1=CC=CC=2NC3=C(OCC21)C=CC=C3 10-oxa-10,11-dihydro-5H-dibenzo[b,f]azepine